5-(4-(((2-fluorophenyl)amino)methyl)-2-(6-methylpyridin-2-yl)-1H-imidazol-1-yl)-1H-indazole-1-carboxylic acid tert-butyl ester C(C)(C)(C)OC(=O)N1N=CC2=CC(=CC=C12)N1C(=NC(=C1)CNC1=C(C=CC=C1)F)C1=NC(=CC=C1)C